CN1C=CC2=CC(=CC=C12)C=1C(=NC=CC1)C[Si](C)(C)C 1-methyl-5-(2-trimethylsilylmethyl-pyridyl)indole